C(CCCCCCC\C=C/C\C=C/CCCCC)(=O)OCC1CO1 linoleic acid, glycidyl ester